(1S,2S)-2-fluorocyclopropanamine F[C@@H]1[C@H](C1)N